1-(5-(5-cyano-4-(6-methoxypyridin-3-yl)thiazol-2-ylcarbamoyl)pyridin-2-yl)piperidine-4-carboxylic acid C(#N)C1=C(N=C(S1)NC(=O)C=1C=CC(=NC1)N1CCC(CC1)C(=O)O)C=1C=NC(=CC1)OC